FC(C(=O)O)(F)F.C1CNCCC12CCC(CC2)CN2CCC(CC2)C2=CC1=C(N(C(N1C)=O)C1C(NC(CC1)=O)=O)C=C2 3-(5-(1-((3-azaspiro[5.5]undecan-9-yl)methyl)piperidin-4-yl)-3-methyl-2-oxo-2,3-dihydro-1H-benzo[d]imidazol-1-yl)piperidine-2,6-dione trifluoroacetate